4-{[N-(mesityl-sulfonyl)-N-(2-phenylethyl)glycyl]amino}benzamide C1(=C(C(=CC(=C1)C)C)S(=O)(=O)N(CC(=O)NC1=CC=C(C(=O)N)C=C1)CCC1=CC=CC=C1)C